NC[C@H](CC(=O)OCCC(CCCCCCCCCCCCCCC)=O)CC(C)C 2-palmitoylethyl (S)-3-(aminomethyl)-5-methylhexanoate